3-((1R,3R)-1-(2,6-difluoro-4-((1-(3-fluoropropyl)azetidin-3-yl)amino)phenyl)-3-methyl-1,3,4,9-tetrahydro-2H-pyrido[3,4-b]indol-2-yl)-2,2-difluoro-propan-1-ol FC1=C(C(=CC(=C1)NC1CN(C1)CCCF)F)[C@H]1N([C@@H](CC2=C1NC1=CC=CC=C21)C)CC(CO)(F)F